2-phenyl-4,6-bis(trichloromethyl)triazine C1(=CC=CC=C1)N1NC(=CC(=N1)C(Cl)(Cl)Cl)C(Cl)(Cl)Cl